tert-butyl (4-{[(2R)-6-chloro-4-oxo-3,4-dihydro-2H-1-benzopyran-2-carbonyl]amino}bicyclo[2.1.1]hexan-1-yl)carbamate tert-Butyl-(4-aminobicyclo[2.1.1]hexan-1-yl)carbamate C(C)(C)(C)N(C(O)=O)C12CCC(C1)(C2)N.ClC=2C=CC1=C(C(C[C@@H](O1)C(=O)NC13CCC(C1)(C3)NC(OC(C)(C)C)=O)=O)C2